COC=1C=C(OC2=CC(=NC=C2)NC(=O)[C@@H](CC)NC(OC(C)(C)C)=O)C=CC1C tert-butyl N-[(1R)-1-[[4-(3-methoxy-4-methyl-phenoxy)-2-pyridyl]carbamoyl]propyl]carbamate